2-(1-((6-(5-((6-isopropoxypyrazin-2-yl)amino)-1-methyl-1H-1,2,3-triazol-4-yl)-2-methylpyridin-3-yl)ethynyl)cyclopropyl)acetic acid C(C)(C)OC1=CN=CC(=N1)NC1=C(N=NN1C)C1=CC=C(C(=N1)C)C#CC1(CC1)CC(=O)O